C1=C(C=CC=2C3=CC=CC=C3C3(C12)C1=CC=CC=C1C=1C=CC=CC13)N(C1=CC=C(C=C1)C1=CC=C(C=C1)N(C1=CC=CC=C1)C1=CC=3C2(C4=CC=CC=C4C3C=C1)C1=CC=CC=C1C=1C=CC=CC12)C1=CC=CC=C1 N,N'-bis(9,9'-spirobi[9H-fluorene]-2-yl)-N,N'-diphenyl-4,4'-diaminobiphenyl